N=1C=NN2C1C=C(C=C2)OC2=C(C=C(C=C2)NC=2C1=C(N=CN2)SC(=C1)C=1C=CC(=C(C1)NC(C=C)=O)N1[C@H]2CN([C@@H](C1)C2)C)C N-(5-(4-((4-([1,2,4]triazolo[1,5-a]pyridin-7-yloxy)-3-methylphenyl)amino)thieno[2,3-d]pyrimidin-6-yl)-2-((1R,4R)-5-methyl-2,5-diazabicyclo[2.2.1]heptan-2-yl)phenyl)acrylamide